(R)-2-((4-(7-((1-((4-acryloyl-1,4-diazepan-1-yl)sulfonyl)pyrrolidine-3-yl)methyl)-2,7-diazaspiro[3.5]nonan-2-yl)pyrimidin-5-yl)oxy)-5-fluoro-N,N-diisopropylbenzamide C(C=C)(=O)N1CCN(CCC1)S(=O)(=O)N1C[C@H](CC1)CN1CCC2(CN(C2)C2=NC=NC=C2OC2=C(C(=O)N(C(C)C)C(C)C)C=C(C=C2)F)CC1